(5-(2-fluorophenyl)-7H-pyrrolo[2,3-d]pyrimidin-4-yl)-2,2-dimethylpiperazine-1-carboxylic acid tert-butyl ester C(C)(C)(C)OC(=O)N1C(C(NCC1)C=1C2=C(N=CN1)NC=C2C2=C(C=CC=C2)F)(C)C